CC1=C(NC(C)C2=NC=CC=C2)C(=CC(=C1)C)C 1-(2,4,6-trimethyl-anilino)ethylpyridine